O1CCN(CC1)CCNC(=O)C=1C=CC2=C(C(OC3=CC(=CC=C23)OC(C)=O)=O)C1 acetic acid 8-((2-morpholinoethyl) carbamoyl)-6-oxo-6H-benzo[c]chromen-3-yl ester